C[C@H]1COCCN1C1=NC(=CC(=N1)C=1C(=CC(=NC1)N)C(F)F)N1[C@H](COCC1)C 5-(2,6-bis((S)-3-methylmorpholino)pyrimidin-4-yl)-4-(difluoromethyl)pyridin-2-amine